4-(4-propenoylpiperazin-1-yl)-7-(3-amino-2-chloro-4,5,6-trifluorophenyl)-6-chloro-1-(2-isopropyl-4-methylpyridin-3-yl)-2-oxo-1,2-dihydro-1,8-naphthyridine C(C=C)(=O)N1CCN(CC1)C1=CC(N(C2=NC(=C(C=C12)Cl)C1=C(C(=C(C(=C1F)F)F)N)Cl)C=1C(=NC=CC1C)C(C)C)=O